2-[6-[[4-(trifluoromethylsulfonyl)phenyl]methyl]-2-azaspiro[3.3]heptane-2-carbonyl]-2,5-diazaspiro[3.4]octan-6-one FC(S(=O)(=O)C1=CC=C(C=C1)CC1CC2(CN(C2)C(=O)N2CC3(C2)NC(CC3)=O)C1)(F)F